FC1(OC2=C(O1)C=CC=C2C=O)F 2,2-DIFLUORO-1,3-BENZODIOXOLE-4-FORMALDEHYDE